(S)-(3-(1-amino-1,3-dihydrospiro[indene-2,4'-piperidine]-1'-yl)-6-((2-(4-aminophenyl)-8-chloroimidazo[1,2-a]pyridin-7-yl)thio)pyrazin-2-yl)methanol N[C@@H]1C2=CC=CC=C2CC12CCN(CC2)C=2C(=NC(=CN2)SC2=C(C=1N(C=C2)C=C(N1)C1=CC=C(C=C1)N)Cl)CO